C(C)(C)(C)OC(=O)N1CC(NCC1)C=1C=C2C=NN(C2=CC1C)C1=CC=C(C=C1)F 3-(1-(4-fluorophenyl)-6-methyl-1H-indazol-5-yl)piperazine-1-carboxylic acid tert-butyl ester